O1C(COC2=NC=CC=C21)COC2=NC(N1C(C3=CC=C(C=C3CC1)C1=C(C#N)C=CC=C1)=C2)=O 2-[2-(2,3-Dihydro-[1,4]dioxino[2,3-b]pyridin-2-ylmethoxy)-4-oxo-6,7-dihydro-4H-pyrimido[6,1-a]isoquinolin-9-yl]-benzonitrile